[Si](C)(C)(C(C)(C)C)OCCCC(C(C)C)=O 6-((tert-butyldimethylsilyl)oxy)-2-methylhexan-3-one